O(C)C(C1C(NC=C1)=O)C1=CC=CC=C1 3-(methoxyl-phenyl-methyl)-2-oxo-2,3-dihydro-1H-pyrrole